(R)-N-((S)-1-(4-fluorophenyl)-4-hydroxybutyl)-2-methylpropane-2-sulfinamide FC1=CC=C(C=C1)[C@H](CCCO)N[S@](=O)C(C)(C)C